ClC1=C2NC(C(=NC2=CC=C1CN1CCN(CC1)C=1C=CC(=NC1C)C(=O)NC)CC)=O 5-[4-[(5-Chloro-2-ethyl-3-oxo-4H-quinoxalin-6-yl)methyl]piperazin-1-yl]-N,6-dimethyl-pyridine-2-carboxamide